5-fluoro-4-((3S,5S)-3-fluoro-5-(N-methylbut-2-ynamido)piperidin-1-yl)-2,3-dimethyl-1H-indole-7-carboxamide FC=1C(=C2C(=C(NC2=C(C1)C(=O)N)C)C)N1C[C@H](C[C@@H](C1)N(C(C#CC)=O)C)F